5α-cholesta-5,7,24-trien-3β-ol C[C@H](CCC=C(C)C)[C@H]1CC[C@@H]2[C@@]1(CC[C@H]3C2=CC=C4[C@@]3(CC[C@@H](C4)O)C)C